N-lauryl-N,N-dimethyl-ammonium C(CCCCCCCCCCC)[NH+](C)C